(2R,5R)-5-(6-amino-2-fluoro-purin-9-yl)-2-(hydroxymethyl)-4-methoxy-tetrahydrofuran-3-ol NC1=C2N=CN(C2=NC(=N1)F)[C@H]1C(C([C@H](O1)CO)O)OC